1-PHENYL-CYCLOPROPYL-1-BORONIC ACID B(C1(CC1)C2=CC=CC=C2)(O)O